6-(hydroxymethyl)-3,4-dihydroisoquinoline-2(1H)-carboxylate OCC=1C=C2CCN(CC2=CC1)C(=O)[O-]